CN(CCCC(=O)O)C(=O)OCC=1OC(OC1C)=O 4-[methyl-[(5-methyl-2-oxo-1,3-dioxolen-4-yl)methoxycarbonyl]amino]butanoic acid